C1(CC1)C1=NC(=CC=C1O[C@@H]1C[C@H](CCC1)C(=O)O)C=1N=NN(C1CN(C)C(=O)OCCCCF)C (1S,3S)-3-((2-cyclopropyl-6-(5-((((4-fluorobutoxy)carbonyl)(methyl)amino)methyl)-1-methyl-1H-1,2,3-triazol-4-yl)pyridin-3-yl)oxy)cyclohexane-1-carboxylic acid